1,4-diazepane-1,4-diium [NH2+]1CC[NH2+]CCC1